C1(CC1)CN1C=C(C2=NN(C(C(=C21)C=2C=NC(=CC2)[C@@H]2C(C2)(F)F)=O)C2=CC1=CN(N=C1C=C2)C)C#N (R)-5-(cyclopropylmethyl)-4-(6-(2,2-difluorocyclopropyl)pyridin-3-yl)-2-(2-methyl-2H-indazol-5-yl)-3-oxo-3,5-dihydro-2H-pyrrolo[3,2-c]pyridazine-7-carbonitrile